C(CCC)C1([C@H]([C@H](C2=C(S(C1)(=O)=O)C=CC(=C2)N(C)C)C2=CC=C(OCC1=CC=C(C[N+]34CCN(CC3)CC4)C=C1)C=C2)O)CCCC (4-((4-((4S,5S)-3,3-dibutyl-7-(dimethylamino)-4-hydroxy-1,1-dioxido-2,3,4,5-tetrahydrobenzo[b]thiepin-5-yl)phenoxy)methyl)benzyl)-1,4-diazabicyclo[2.2.2]octan-1-ium